Cl.CCCC(CCC)N Heptan-4-amine hydrochloride